C1(=CC=CC=C1)CC(=O)C1=CNC=C1 2-phenyl-(1H-pyrrol-3-yl)ethan-1-one